ClC1=CC(=C(C=C1)NC1=CC(=NC=C1C(=O)NOC)NC1=NC=C(C=C1)F)N(S(=O)(=O)C)C 4-((4-Chloro-2-(N-methylmethylsulfonamido)phenyl)amino)-6-((5-fluoropyridin-2-yl)amino)-N-methyl-Oxynicotinamide